BrC=1C=C(C(=NC1)[N+](=O)[O-])NCC1(CC1)CF 5-Bromo-N-((1-(fluoromethyl)cyclopropyl)methyl)-2-nitropyridin-3-amine